COC(C1=C(C=C(C(=C1)F)C1=NN(C(=C1)CO)C)O[C@H](C(F)(F)F)C)=O (S)-Methyl-5-fluoro-4-(5-(hydroxymethyl)-1-methyl-1H-pyrazol-3-yl)-2-((1,1,1-trifluoropropan-2-yl)oxy)benzoate